methyl 3-(1-isopropyl-1H-indazol-5-yl)-4-(((1R,3R)-3-((methoxycarbonyl)amino)cyclopentyl)amino)-2-(1-methyl-1H-pyrazol-4-yl)-1-(phenylsulfonyl)-1H-pyrrolo[2,3-b]pyridine-5-carboxylate C(C)(C)N1N=CC2=CC(=CC=C12)C1=C(N(C2=NC=C(C(=C21)N[C@H]2C[C@@H](CC2)NC(=O)OC)C(=O)OC)S(=O)(=O)C2=CC=CC=C2)C=2C=NN(C2)C